4-(4,4-dimethylpyrrolidin-3-yl)-1-methyl-1H-pyrazole CC1(C(CNC1)C=1C=NN(C1)C)C